3,5,6-trichloro-2-pyridinyl-oxyacetic acid ClC=1C(=NC(=C(C1)Cl)Cl)OCC(=O)O